NC1=NC=NN2C1=C(C=C2C=2C(=CC(=C(C(=O)N[C@@H]1CN(C[C@@H]1F)C([C@H](C(F)(F)F)O)=O)C2)C)F)C(F)(F)F 5-[4-amino-5-(trifluoromethyl)pyrrolo[2,1-f][1,2,4]triazin-7-yl]-4-fluoro-N-[(3R,4S)-4-fluoro-1-[(2R)-3,3,3-trifluoro-2-hydroxy-propanoyl]pyrrolidin-3-yl]-2-methylbenzamide